ClC1=C(C(=NN1CC)C1=NOC(=C1)CC)C=O 5-Chloro-1-ethyl-3-(5-ethylisoxazol-3-yl)-1H-pyrazole-4-carbaldehyde